[I-].COC1=CC=CC=2[N+](=C(SC21)C)C 7-methoxy-2,3-dimethylbenzo[d]thiazol-3-ium iodide